Bis(2-ethylbutyl) 9,9'-((4-(2-(4-(2-((4-(bis(7-(2-ethylbutoxy)-2-hydroxy-7-oxoheptyl)amino)-butyl)disulfaneyl)ethyl)piperazin-1-yl)ethoxy)-4-oxobutyl)azanediyl)bis(8-hydroxynonanoate) C(C)C(COC(CCCCC(CN(CCCCSSCCN1CCN(CC1)CCOC(CCCN(CC(CCCCCCC(=O)OCC(CC)CC)O)CC(CCCCCCC(=O)OCC(CC)CC)O)=O)CC(CCCCC(OCC(CC)CC)=O)O)O)=O)CC